FC=1C(=NC=CC1)O[C@@H]1CN(CC1)C1=C(C=C(C=C1)OC1=C(C=CC=C1)OC)CO (S)-(2-(3-(3-fluoropyridin-2-yloxy)pyrrolidin-1-yl)-5-(2-methoxyphenoxy)phenyl)methanol